CC1=NC2=CC=C(C=C2C(N1C(C(=O)NC=1SC=CN1)C1=CC=CC=C1)=O)C1=CC=C(C=C1)N1CCN(CC1)C 2-(2-Methyl-6-(4-(4-methylpiperazin-1-yl)phenyl)-4-oxoquinazolin-3(4H)-yl)-2-phenyl-N-(thiazol-2-yl)-acetamide